[(1S,2R)-2-[[tert-butyl(diphenyl)silyl]oxymethyl]-cyclopropyl]methanol [Si](C1=CC=CC=C1)(C1=CC=CC=C1)(C(C)(C)C)OC[C@H]1[C@H](C1)CO